O=C1N(CCC(N1)=O)C1=CC=C(C=C1)N1C[C@H](CC1)CN1CCN(CC1)C(=O)OC(C)(C)C |r| rac-tert-butyl 4-{[(3R)-1-[4-(2,4-dioxo-1,3-diazinan-1-yl)phenyl]pyrrolidin-3-yl]methyl}piperazine-1-carboxylate